S(=O)(=O)(ON1C2C=C(CN(C1=O)C2)N2N=NC(=C2)C(NOCCNC(=O)OC(C)(C)C)=O)[O-].[Na+] sodium [3-[4-[2-(tert-butoxycarbonylamino)ethoxycarbamoyl]triazol-1-yl]-7-oxo-1,6-diazabicyclo[3.2.1]oct-3-en-6-yl] sulfate